(3R,4S)-3-cyclopropyl-1-[6-(2-ethylpyridin-3-yl)pyrrolo[1,2-b]pyridazin-4-yl]-4-methyl-2-oxopyrrolidine-3-carbonitrile C1(CC1)[C@]1(C(N(C[C@H]1C)C=1C=2N(N=CC1)C=C(C2)C=2C(=NC=CC2)CC)=O)C#N